The molecule is a para-terphenyl that is 1,1':4',1''-terphenyl substituted by methoxy groups at positions 3' and 6', a prenyl group at position 3'' and hydroxy groups at positions 2', 3, 4 and 4''. Isolated from the fungus, Aspergillus taichungensis, it exhibits cytotoxic activity. It has a role as an antineoplastic agent and an Aspergillus metabolite. It is a para-terphenyl, a member of catechols and a dimethoxybenzene. CC(=CCC1=C(C=CC(=C1)C2=CC(=C(C(=C2OC)O)C3=CC(=C(C=C3)O)O)OC)O)C